N-[(6-Amino-2-pyridyl)sulfonyl]-6-tert-butyl-2-[(2,4-dimethyl-3-pyridyl)oxy]pyridin-3-carboxamid NC1=CC=CC(=N1)S(=O)(=O)NC(=O)C=1C(=NC(=CC1)C(C)(C)C)OC=1C(=NC=CC1C)C